Methyl 2-[2-methoxy-4-(trifluoromethyl)benzoyl]-1-(2-trimethylsilylethoxymethyl)pyrrole-3-carboxylate COC1=C(C(=O)C=2N(C=CC2C(=O)OC)COCC[Si](C)(C)C)C=CC(=C1)C(F)(F)F